OC[C@H](C)NC(=O)C=1C(N(N=C(C1)C1=CC=C(C=C1)C)C=1C=NN(C1)C)=O N-[(2S)-1-Hydroxypropan-2-yl]-6-(4-methylphenyl)-2-(1-methyl-1H-pyrazol-4-yl)-3-oxo-2,3-dihydropyridazine-4-carboxamide